ClCC1=C(C=CC=C1)P(C1=CC=CC=C1)C1=CC=CC=C1 chloromethyltriphenylphosphine